C(C)OC(=O)C=1N=C(SC1)N(CCCO)C=1N=NC(=C(C1)C)NC=1SC2=C(N1)C=CC=C2 ({6-[(1,3-benzothiazol-2-yl)amino]-5-methylpyridazin-3-yl}(3-hydroxypropyl)amino)-1,3-thiazole-4-carboxylic acid ethyl ester